NC1=NC=CC(=C1I)OC1=C(C=C(C=C1)NC(=O)C1=NC=CN(C1=O)C1=CC=C(C=C1)F)F N-(4-(2-Amino-3-iodopyridin-4-yloxy)-3-fluorophenyl)-4-(4-fluorophenyl)-3-oxo-3,4-dihydropyrazine-2-carboxamide